C(C1=CC=CC=C1)OC12C(OC3OC(OC31)(C)C)C(CC2)O 7a-(benzyloxy)-2,2-dimethylhexahydro-5H-cyclopenta[4,5]furo[2,3-d][1,3]dioxol-5-ol